C1(CC1)N([C@H]1CN(C[C@H](C1)F)C(=O)NC)C(NCC1=CC(=NO1)C1=CC(=CC=C1)OC(F)(F)F)=O (3R,5S)-3-{1-cyclopropyl[({3-[3-(trifluoromethoxy)phenyl]-1,2-oxazol-5-yl}methyl)carbamoyl]amino}-5-fluoro-N-methylpiperidine-1-carboxamide